C1(=CC=CC=2C3=CC=CC=C3CC12)N fluorene-amine